C(C1=CC=CC=C1)OC(=O)NCC1=C(SC(=C1)C)C1=CC=C(C(=N1)C)O[C@@H]1C[C@H](CCC1)C(=O)O (1S,3S)-3-((6-(3-((((benzyloxy)carbonyl)amino)methyl)-5-methylthiophen-2-yl)-2-methylpyridin-3-yl)oxy)cyclohexane-1-Carboxylic acid